IC1=NN(C2=C1C(=NC=C2)N)C 3-iodo-1-methyl-1H-pyrazolo[4,3-c]pyridin-4-amine